N-(3-benzylquinolin-6-yl)-3-hydroxy-4-methoxypicolinamide C(C1=CC=CC=C1)C=1C=NC2=CC=C(C=C2C1)NC(C1=NC=CC(=C1O)OC)=O